2-methyl-N-(1-pyrimidin-2-yl-but-3-enyl)propane-2-sulfinamide CC(C)(C)S(=O)NC(CC=C)C1=NC=CC=N1